C(C)(C)(C)OC(=O)N(CCC[C@@H](CC(=O)O)NC(C1=CC(=CC=C1)C1=NOC(=N1)C)=O)C (S)-6-((tert-butoxycarbonyl)(methyl)amino)-3-(3-(5-methyl-1,2,4-oxadiazol-3-yl)benzamido)hexanoic acid